C(#N)C1=C(C(=O)O)C=CC(=C1)N1[C@@H]2C[C@@H]([C@H](C1)C2)OCC=2C(=NOC2C2CC2)C2=C(C=CC=C2Cl)Cl |&1:14| 2-cyano-4-[(1S,4S,SR)-5-[[5-cyclopropyl-3-(2,6-dichlorophenyl)-1,2-oxazol-4-yl]methoxy]-2-azabicyclo[2.2.1]heptan-2-yl]benzoic acid